(4-(dihexylamino)-3-fluorophenyl)-2,6-dimethylpyrimidin-4(3H)-one C(CCCCC)N(C1=C(C=C(C=C1)N1C(=NC(=CC1=O)C)C)F)CCCCCC